[(E,1S)-6-(Dimethylamino)-1-[[1-[[5-fluoro-7-(3,3,3-trifluoropropyl)-1H-indol-2-yl]methyl]-2-oxo-3-pyridyl]carbamoyl]-6-oxo-hex-4-enyl]N,N-dimethylcarbamat CN(C(/C=C/CC[C@@H](C(NC=1C(N(C=CC1)CC=1NC2=C(C=C(C=C2C1)F)CCC(F)(F)F)=O)=O)OC(N(C)C)=O)=O)C